3-(Ethylamino)-1-[4-[5-(trifluoromethyl)pyrimidin-2-yl]piperazin-1-yl]propan-1-one C(C)NCCC(=O)N1CCN(CC1)C1=NC=C(C=N1)C(F)(F)F